[Cd].[Pb] plumbum cadmium salt